C(C1=CC=CC=C1)C=1C=CC=C2C=3C=CC=CC3P(OC12)(C1=C(C(=CC=C1)O)O)=O 8-benzyl-10-(dihydroxyphenyl)-10H-9-oxa-10-phosphaphenanthrene-10-oxide